6-(2-hydroxy-2-methylpropoxy)-4-(6-(6-(thiazol-4-ylmethyl)-3,6-diazabicyclo[3.1.1]heptan-3-yl)pyridin-3-yl)pyrazolo[1,5-a]pyridine-3-carbonitrile OC(COC=1C=C(C=2N(C1)N=CC2C#N)C=2C=NC(=CC2)N2CC1N(C(C2)C1)CC=1N=CSC1)(C)C